1-(2-Fluorophenyl)-5-methyl-N-(quinolin-2-yl)-1H-1,2,3-triazole-4-carboxamide FC1=C(C=CC=C1)N1N=NC(=C1C)C(=O)NC1=NC2=CC=CC=C2C=C1